C(C)(C)(C)OC[C@H](N)C(=O)O O-t-Butylserine